CN1CC(C1)(C)[C@@](C=1C=C(C=NC1)CCC1(CCOCC1)O)(C1=CC=C(C=C1)C(C)C)O 4-(2-{5-[(R)-(1,3-Dimethyl-azetidin-3-yl)-hydroxy-(4-isopropyl-phenyl)-methyl]-pyridin-3-yl}-ethyl)-tetrahydro-pyran-4-ol